1-(4Z,7Z,10Z,13Z,16Z,19Z-docosahexaenoyl)-2-(9Z-pentadecenoyl)-glycero-3-phosphocholine CCCCC/C=C\CCCCCCCC(=O)O[C@H](COC(=O)CC/C=C\C/C=C\C/C=C\C/C=C\C/C=C\C/C=C\CC)COP(=O)([O-])OCC[N+](C)(C)C